1-bromo-2-(bromomethyl)-4-methoxy-5-nitrobenzene BrC1=C(C=C(C(=C1)[N+](=O)[O-])OC)CBr